N-((S)-3-cyclopropyl-1-oxo-1-((propan-2-ylideneamino)oxy)propan-2-yl)-2-((S)-1-(2,3-difluorobenzyl)-5-thioxopyrrolidin-2-yl)acetamide C1(CC1)C[C@@H](C(ON=C(C)C)=O)NC(C[C@H]1N(C(CC1)=S)CC1=C(C(=CC=C1)F)F)=O